C(=O)(OC(C)(C)C)N1CC(OCC1)C(C1=CC=C(C=C1)F)=O N-Boc-2-(4-fluorobenzoyl)morpholine